(1S,3S)-2,2-difluoro-3-((6-(4-(((4-(furan-2-yl)pyrimidin-2-yl)amino)methyl)-3-methyl-isoxazol-5-yl)-2-methylpyridin-3-yl)carbamoyl)cyclopropane-1-carboxylic acid FC1([C@@H]([C@H]1C(NC=1C(=NC(=CC1)C1=C(C(=NO1)C)CNC1=NC=CC(=N1)C=1OC=CC1)C)=O)C(=O)O)F